N-[6-[[5-(trifluoromethoxy)-2-pyridinyl]amino]-1,3-benzothiazol-2-yl]carbamic acid tert-butyl ester C(C)(C)(C)OC(NC=1SC2=C(N1)C=CC(=C2)NC2=NC=C(C=C2)OC(F)(F)F)=O